CC1=C(C=C(C=C1)[N+](=O)[O-])NC1=CC(=C(C=C1)CC(=O)OCC)[N+](=O)[O-] ethyl 2-{4-[(2-methyl-5-nitrophenyl) amino]-2-nitrophenyl}acetate